O1CCN(CC1)C#C morpholinoacetylene